C1(=CC=CC=C1)C(COCC)O phenyl-2-ethoxyethanol